C(C)(C)(C)OC(=O)C(CCCCCCCCCN)N 1-t-butoxycarbonyl-1,10-diaminodecane